[N+](=O)([O-])C1=CC=C(N[N+]#N)C=C1 para-nitroanilinediazonium